methyl (R)-2-oxo-2-((pyrrolidin-2-ylmethyl)amino)acetate O=C(C(=O)OC)NC[C@@H]1NCCC1